1-[4-(5-bromo-6-methoxy-2-pyridyl)-1-piperazinyl]-1-ethanone BrC=1C=CC(=NC1OC)N1CCN(CC1)C(C)=O